isopropyl (R)-2-(6-(1-((tert-butoxycarbonyl)amino)ethyl)-1H-indol-2-yl)-7-methoxy-1-methyl-1H-benzo[d]imidazole-5-carboxylate C(C)(C)(C)OC(=O)N[C@H](C)C1=CC=C2C=C(NC2=C1)C1=NC2=C(N1C)C(=CC(=C2)C(=O)OC(C)C)OC